C(C)(C)(C)OC(NCCN1C(C=2N(C=3C(=C(C=CC3C2C=2C=NN(C2)C2OCCCC2)Cl)Cl)CC1)=O)=O.N1CC(CC1)CNC(=O)C=1N=COC1 N-(pyrrolidin-3-ylmethyl)oxazole-4-carboxamide tert-butyl-N-[2-[6,7-dichloro-1-oxo-10-(1-tetrahydropyran-2-ylpyrazol-4-yl)-3,4-dihydropyrazino[1,2-a]indol-2-yl]ethyl]carbamate